CN(C)CC1=CC=CO1 N,N-dimethylfurfuryl-amine